BrC=1C=CC(=C(OC(CO)(F)F)C1)F 2-(5-bromo-2-fluorophenoxy)-2,2-difluoroethan-1-ol